ethyl P-(4-(5-(chlorodifluoromethyl)-1,2,4-oxadiazol-3-yl)-2-fluorobenzyl)-N-(3-fluorophenyl)phosphonamidate ClC(C1=NC(=NO1)C1=CC(=C(CP(OCC)(=O)NC2=CC(=CC=C2)F)C=C1)F)(F)F